1-((5-(benzylthio)-3-fluoropyridin-2-yl)methyl)-6-methoxy-3-methyl-7-phenyl-1,3-dihydro-2H-imidazo[4,5-c]pyridin-2-one C(C1=CC=CC=C1)SC=1C=C(C(=NC1)CN1C(N(C=2C=NC(=C(C21)C2=CC=CC=C2)OC)C)=O)F